C(C)(C)(C)OC(=O)N1C[C@H](CCC1)NC1=C(C=NC(=C1)Cl)C(=O)O 4-[[(3S)-1-tert-butoxycarbonyl-3-piperidyl]amino]-6-chloro-pyridine-3-carboxylic acid